FC1=C(C(=CC=C1)C)N1CCC(CC1)N1C(N(C=2C(C1)=CN(N2)C2C(CCCC2)[N+](=O)[O-])CC2=C(C=CC=C2)C(F)(F)F)=O 5-[1-(2-Fluoro-6-methyl-phenyl)-piperidin-4-yl]-2-(2-nitro-cyclohexyl)-7-(2-trifluoromethyl-benzyl)-2,4,5,7-tetrahydro-pyrazolo[3,4-d]pyrimidin-6-on